(3-amino-5-fluorophenyl)(phenyl)methanone methyl-2-(1-((4-fluorophenyl)carbamoyl)cyclopropane-1-carboxamido)-4-methylthiazole-5-carboxylate COC(=O)C1=C(N=C(S1)NC(=O)C1(CC1)C(NC1=CC=C(C=C1)F)=O)C.NC=1C=C(C=C(C1)F)C(=O)C1=CC=CC=C1